CC1C[C@H]2[C@@H]3CCC([C@@]3(C)CC[C@@H]2[C@]2(C=CC(C=C12)=O)C)=O 6-methylandrosta-1,4-diene-3,17-dione